Cyclohexenyl-coenzyme A C1(=CCCCC1)SCCNC(CCNC([C@@H](C(COP(OP(OC[C@@H]1[C@H]([C@H]([C@@H](O1)N1C=NC=2C(N)=NC=NC12)O)OP(=O)(O)O)(=O)O)(=O)O)(C)C)O)=O)=O